CN1C(=C2OCC3C(NS(C2=C1)(=O)=O)CN(C3)C3=NC(=NO3)C)C(=O)NC3=CC(=C(C(=C3)F)F)F 7-methyl-2-(3-methyl-1,2,4-oxadiazol-5-yl)-N-(3,4,5-trifluorophenyl)-2,3,3a,4,10,10a-hexahydro-1H,7H-dipyrrolo[3,4-b:3',4'-f][1,4,5]oxathiazocine-8-carboxamide 5,5-dioxide